CC1CNCC(O1)CN1CCN(CC1)C=1N=CC=2CCNCC2C1 2-methyl-6-[[4-(5,6,7,8-tetrahydro-2,6-naphthyridin-3-yl)piperazin-1-yl]methyl]morpholin